tert-butyl (1-cyano-1-hydroxybutan-2-yl)carbamate C(#N)C(C(CC)NC(OC(C)(C)C)=O)O